C(C)(=O)O[C@H]1CC[C@@H]2[C@@]1(CC[C@@H]1[C@]3(CCC=4N=C(SC4C3=CC[C@@H]21)NC2=CC(=CC=C2)F)C)C (5aR,5bS,7aS,8S,10aS,10bR)-2-((3-fluorophenyl)amino)-5a,7a-dimethyl-5,5a,5b,6,7,7a,8,9,10,10a,10b,11-dodecahydro-4H-cyclopenta[7,8]phenanthro[2,1-d]thiazol-8-yl acetate